ClC=1C(=C(C=CC1F)[C@@H](NC(=O)N1[C@@H](C(NCC1)=O)C)[C@@H]1C[C@@H](C1)OC(F)F)F |o1:8| (2R)-N-((S or R)-(3-chloro-2,4-difluoro-phenyl)(cis-3-(difluoro-methoxy)cyclobutyl)-methyl)-2-methyl-3-oxopiperazine-1-carboxamide